FC(C1=C(CN2N=CC(=C2C)NC(=O)C2=NOC(=C2)C=2SC=CC2)C=CC(=C1)C(F)(F)F)(F)F N-(1-(2,4-bis(trifluoromethyl)benzyl)-5-methyl-1H-pyrazol-4-yl)-5-(thiophen-2-yl)isoxazole-3-carboxamide